trityl-tosyl-tetraethylene glycol C(C1=CC=CC=C1)(C1=CC=CC=C1)(C1=CC=CC=C1)C(COCCOCCOCCO)(S(=O)(=O)C1=CC=C(C)C=C1)O